tert-butyl ((1-(4-(methylcarbamoyl)phenyl)-1,2,3,4-tetrahydroquinolin-3-yl)methyl)carbamate CNC(=O)C1=CC=C(C=C1)N1CC(CC2=CC=CC=C12)CNC(OC(C)(C)C)=O